BrC1=CC=C2C=NN(C2=C1F)C1OCCCC1 6-bromo-7-fluoro-1-(oxan-2-yl)indazole